C(CCCCCCCCCCC)[Si](C1=CC(=CC=C1)Cl)(C1=CC(=CC=C1)Cl)C1=CC(=CC=C1)Cl dodecyltris(3-chlorophenyl)silane